4-(6-(7,8-dimethyl-[1,2,4]triazolo[4,3-b]pyridazin-6-yl)-8-methyl-5,6,7,8-tetrahydro-1,6-naphthyridin-3-yl)morpholine CC1=C(C=2N(N=C1N1CC=3C=C(C=NC3C(C1)C)N1CCOCC1)C=NN2)C